C(C)ON1NNN=C1 N-ethoxy-2H-tetrazole